(3-fluoro-2-(2H-1,2,3-triazol-2-yl)phenyl)((1S,4S,6R)-6-(methyl(5-(trifluoromethyl)pyridin-2-yl)amino)-2-azabicyclo[2.2.1]heptan-2-yl)methanone FC=1C(=C(C=CC1)C(=O)N1[C@@H]2[C@@H](C[C@H](C1)C2)N(C2=NC=C(C=C2)C(F)(F)F)C)N2N=CC=N2